CC1=CC=C(C(=C1)C(C)(C)C)O 4-methyl-6-tert-butyl-phenol